2-(difluoromethyl)-5-(3-fluoro-4-((4-(2-fluoro-3-(4-methylpiperazin-1-yl)phenyl)-1H-1,2,3-triazol-1-yl)methyl)phenyl)-1,3,4-oxadiazole FC(C=1OC(=NN1)C1=CC(=C(C=C1)CN1N=NC(=C1)C1=C(C(=CC=C1)N1CCN(CC1)C)F)F)F